FC1=CC=C(C=C1)CC[C@@H](C)N (R)-4-(4-fluorophenyl)butan-2-amine